(S)-2-(3-fluoropyrrolidin-1-yl)-N-(6-(1-methyl-1H-1,2,3-triazol-4-yl)isoquinolin-3-yl)acetamide F[C@@H]1CN(CC1)CC(=O)NC=1N=CC2=CC=C(C=C2C1)C=1N=NN(C1)C